tert-butyl 3-((((9H-fluoren-9-yl)methoxy)carbonyl)amino)-4-((3-(4-chloro-3-fluoro benzoyl)-4,5-dimethylthiophen-2-yl)amino)-4-oxobutanoate C1=CC=CC=2C3=CC=CC=C3C(C12)COC(=O)NC(CC(=O)OC(C)(C)C)C(=O)NC=1SC(=C(C1C(C1=CC(=C(C=C1)Cl)F)=O)C)C